C1(CCCC1)C1CC2(CN(C2)C(=O)C2CC3(C2)NC(OC3)=O)CC1 (2s,4s)-2-(6-Cyclopentyl-2-azaspiro[3.4]octane-2-carbonyl)-7-oxa-5-azaspiro[3.4]octan-6-one